((1-(azetidin-3-ylmethyl)-1H-pyrazol-4-yl)amino)-6-(2,6-difluorophenyl)pyridazine-3-carboxamide N1CC(C1)CN1N=CC(=C1)NC1=C(N=NC(=C1)C1=C(C=CC=C1F)F)C(=O)N